C1=CC=CC=2C3=CC=CC=C3C(C12)COC(=O)N[C@@H](CC1=CNC2=CC=CC=C12)C(=O)O (((9H-fluoren-9-yl)methoxy)carbonyl)-L-tryptophan